isobutyl(trimethoxy)silane C(C(C)C)[Si](OC)(OC)OC